C(C1=CC=CC=C1)N1CC2C(C1)CN(C2C(N(C=2C=C(C=CC2)C)C)=O)C(=O)OC(C)(C)C tert-butyl 5-benzyl-1-(methyl(m-tolyl)carbamoyl)hexahydropyrrolo[3,4-c]pyrrole-2(1H)-carboxylate